CC1(CCNCC1)C(=O)NC1=CN(C(C=C1)=O)C 4-methyl-N-(1-methyl-6-oxo-1,6-dihydropyridin-3-yl)piperidine-4-carboxamide